C1(CC1)NC=1C(=CC(=C(C1)F)I)N N1-cyclopropyl-5-fluoro-4-iodobenzene-1,2-diamine